5-pentylthio-2-[4-(triethoxysilyl)butyl]-2H-tetrazole C(CCCC)SC=1N=NN(N1)CCCC[Si](OCC)(OCC)OCC